O=C(CN1CC2(CN(C2)C(=O)OC(C)(C)C)C1)C tert-butyl 6-(2-oxopropyl)-2,6-diazaspiro[3.3]heptane-2-carboxylate